C(C)(C)S(=O)(=O)CCN1N=CC(=C1)C=1N=C(C=2N(C1)N=CC2C#N)C=2C=NC(=CC2)N2CCN(CC2)CC=2C=NC(=CC2)OC 6-(1-(2-(Isopropylsulfonyl)ethyl)-1H-pyrazol-4-yl)-4-(6-(4-((6-methoxypyridin-3-yl)methyl)piperazin-1-yl)pyridin-3-yl)pyrazolo[1,5-a]pyrazine-3-carbonitrile